CC=1C(=NNC1)C1=NN=C(O1)C(=O)N1[C@@H](C2=C(CC1)NC=N2)C2=NN1C(C(=CC=C1)C)=C2 (S)-(5-(4-methyl-1H-pyrazol-3-yl)-1,3,4-oxadiazol-2-yl)(4-(4-methylpyrazolo[1,5-a]pyridin-2-yl)-1,4,6,7-tetrahydro-5H-imidazo[4,5-c]pyridin-5-yl)methanone